O=C1NC(CCC1N1CC2=CC(=CC(=C2C1)F)CN1CCN(CC1)C=1C=NC(=CC1)NC1=NC=C(C(=N1)C=1C=C(C2=C(N(C(=N2)C)C(C)C)C1)F)F)=O 2-(2,6-dioxopiperidin-3-yl)-4-fluoro-6-((4-(6-((5-fluoro-4-(4-fluoro-1-isopropyl-2-Methyl-1H-benzo[d]imidazol-6-yl)pyrimidin-2-yl)amino)pyridin-3-yl)piperazin-1-yl)methyl)isoindoline